O.O.O.Br(=O)O bromite trihydrate